FC(C)(F)C1=CC=CC(=N1)C(=O)NC1=CC2=CN(N=C2C(=C1OC)C)C1CCC(CC1)CO 6-(1,1-Difluoroethyl)-N-(2-((1R,4R)-4-(hydroxymethyl)cyclohexyl)-6-methoxy-7-methyl-2H-indazol-5-yl)picolinamide